C(C)(=O)NC1=C(C=CC=C1CC)CC Acetyl-2,6-diethylaniline